FC=1C(=NC(=NC1)NC1=CC(=C(C=C1)N1CCN(CC1)CC)F)C=1C=NN(C1)C(C)C 5-fluoro-N-(3-fluoro-4-(4-ethylpiperazin-1-yl)phenyl)-4-(1-isopropyl-1H-pyrazol-4-yl)pyrimidin-2-amine